N-(5-(3-(9H-purin-6-yl)pyridin-2-ylamino)-2-fluorophenyl)-2-(trifluoromethyl)isonicotinamide N1=CN=C2NC=NC2=C1C=1C(=NC=CC1)NC=1C=CC(=C(C1)NC(C1=CC(=NC=C1)C(F)(F)F)=O)F